[3,5-bis(trifluoromethyl)phenyl]phosphonium borate B([O-])([O-])[O-].FC(C=1C=C(C=C(C1)C(F)(F)F)[PH3+])(F)F.FC(F)(F)C=1C=C(C=C(C1)C(F)(F)F)[PH3+].FC(F)(F)C=1C=C(C=C(C1)C(F)(F)F)[PH3+]